C(C)(C)(C)C1=CC(=C(C(=C1)C)C=1NC2=CC=CC=C2C(C1C)=O)OC1=C(C=C(C=C1)F)OC 2-[4-tert-butyl-2-(4-fluoro-2-methoxy-phenoxy)-6-methyl-phenyl]-3-methyl-1H-quinolin-4-one